androstaendiol C[C@@]12C(=CC[C@H]1[C@@H]1CCC3CC(CC[C@]3(C)[C@H]1CC2)O)O